tert-butyl 1-(5-bromopyridin-2-yloxy)-3-methylbutan-2-ylcarbamate BrC=1C=CC(=NC1)OCC(C(C)C)NC(OC(C)(C)C)=O